(E)-4-(2-(5-cyclopropyl-3-(2,6-dichlorophenyl)isoxazol-4-yl)vinyl)piperidine-1-carboxylic acid tert-butyl ester C(C)(C)(C)OC(=O)N1CCC(CC1)\C=C\C=1C(=NOC1C1CC1)C1=C(C=CC=C1Cl)Cl